(2S)-2-fluoro-2-[[(2S,5R)-2-(acetamidomethylcarbamoyl)-3-methyl-7-oxo-1,6-diazabicyclo[3.2.1]oct-3-en-6-yl]oxy]acetic acid lithium salt [Li+].F[C@@H](C(=O)[O-])ON1[C@@H]2C=C([C@H](N(C1=O)C2)C(NCNC(C)=O)=O)C